1-ethyl-3-((S)-1,1,1,5,5,5-hexafluoropentan-2-yl)-1-(2,2,2-trifluoro-1-(5-methoxy-4-(8-methoxyimidazo[1,2-b]pyridazin-6-yl)pyridin-2-yl)ethyl)urea C(C)N(C(=O)N[C@H](C(F)(F)F)CCC(F)(F)F)C(C(F)(F)F)C1=NC=C(C(=C1)C=1C=C(C=2N(N1)C=CN2)OC)OC